(2S,4S)-4-fluoro-1-[2-[(3S)-3-(3-quinolylamino)pyrrolidin-1-yl]acetyl]pyrrolidine-2-carbonitrile F[C@H]1C[C@H](N(C1)C(CN1C[C@H](CC1)NC=1C=NC2=CC=CC=C2C1)=O)C#N